3-(4-cyclopropylpiperazin-1-yl)-6-((3-methoxy-4-((6-methoxypyridin-3-yl)methoxy)phenyl)amino)quinoxaline-5-carbonitrile C1(CC1)N1CCN(CC1)C=1C=NC=2C=CC(=C(C2N1)C#N)NC1=CC(=C(C=C1)OCC=1C=NC(=CC1)OC)OC